di(2-ethylhexyl)-2,2'-[oxybis(methylene)]bis-2-propenoate C(C)C(COC(C(=C)COCC(C(=O)OCC(CCCC)CC)=C)=O)CCCC